pipecolic acid-hydrochloride salt Cl.N1C(CCCC1)C(=O)O